13-chloro-19,21-difluoro-14-hydroxy-16,16-dioxo-16λ6-thia-9,17-diazapentacyclo[16.3.1.16,9.111,15.02,7]tetracosane-1(21),2(7),3,5,11,13,15(23),18(22),19-nonaen-10-one ClC=1C=C2C(N3CC=4C(=CC=CC4C4=C(C=C(C(NS(C(C1O)=C2)(=O)=O)=C4)F)F)C3)=O